(E)-N'-(3,5-dimethylbenzylidene)-6-(4-ethoxyphenyl)pyrazine-2-carbohydrazide CC=1C=C(\C=N\NC(=O)C2=NC(=CN=C2)C2=CC=C(C=C2)OCC)C=C(C1)C